FC1=C(OC2=CC=NC3=CC(=C(C=C23)OC)OCCCC(=O)[O-])C=CC(=C1)NC(=O)C1(CC1)C(NC1=CC=C(C=C1)F)=O.[K+] Potassium 4-[[4-[2-Fluoro-4-[[1-[(4-fluorophenyl)carbamoyl]cyclopropanecarbonyl] amino]phenoxy]-6-methoxy-7-quinolyl]oxy]butyrat